CC(C)(C)C1=C(C(=C(C(=C1)C)CN1C(N(C(N(C1=O)CC1=C(C(=C(C=C1C)C(C)(C)C)O)C)=O)CC1=C(C(=C(C=C1C)C(C)(C)C)O)C)=O)C)O 1,3,5-tris[[4-(1,1-dimethylethyl)-3-hydroxy-2,6-dimethylphenyl]methyl]-1,3,5-triazine-2,4,6(1h,3h,5h)-trione